tert-butyl N-[(S)-({2-fluoro-4-[(2S,3R)-4-(4-methylpiperazin-1-yl)-4-oxo-3-propanamidobutan-2-yl]phenyl}carbamoyl) [(1r,4S)-4-methylcyclohexyl]methyl]carbamate FC1=C(C=CC(=C1)[C@H](C)[C@H](C(=O)N1CCN(CC1)C)NC(CC)=O)NC(=O)[C@@H](NC(OC(C)(C)C)=O)C1CCC(CC1)C